(S)-N-(1,1-dioxotetrahydro-2H-thiopyran-4-yl)-4-(2-methylpyrrolidine-1-carbonyl)thiazole-2-carboxamide O=S1(CCC(CC1)NC(=O)C=1SC=C(N1)C(=O)N1[C@H](CCC1)C)=O